[(3R,9aS)-3-hydroxy-3-[3-(trifluoromethyl)phenyl]-1,4,6,7,9,9a-hexahydropyrazino[2,1-c][1,4]oxazin-8-yl]-(2-chloro-3-methoxy-phenyl)methanone O[C@]1(CN2[C@H](CO1)CN(CC2)C(=O)C2=C(C(=CC=C2)OC)Cl)C2=CC(=CC=C2)C(F)(F)F